FC(C=1C(=C(C=CC1)[C@@H](C)NC(=O)C=1N=C(C=C2C1NC=C2)C=2CCNCC2)F)F N-[(1R)-1-[3-(difluoromethyl)-2-fluoro-phenyl]ethyl]-5-(1,2,3,6-tetrahydropyridin-4-yl)-1H-pyrrolo[2,3-c]pyridine-7-carboxamide